4,4,5,5-tetramethyl-2-(4-((tetrahydro-2H-pyran-2-yl)oxy)phenyl)-1,3,2-dioxaborolane CC1(OB(OC1(C)C)C1=CC=C(C=C1)OC1OCCCC1)C